2-amino-4-cyclobutoxy-N-(1-methyl-1H-pyrazol-3-yl)pyrimidine-5-carboxamide NC1=NC=C(C(=N1)OC1CCC1)C(=O)NC1=NN(C=C1)C